S1C=NC2=C1C=CC(=C2)NC2=C1C(=NC=C2)SC(=C1)[C@H]1[C@@H](N(CCC1)C(C)=O)C 1-((2S,3R)-3-(4-(benzo[d]thiazol-5-ylamino)thieno[2,3-b]pyridin-2-yl)-2-methylpiperidin-1-yl)ethan-1-one